C12CC(CC(CC1)N2)C2=NN(C(=C2)NCC=2SC(=CC2)Cl)C(C(C)(C)C)=O 1-(3-{8-Azabicyclo[3.2.1]octan-3-yl}-5-{[(5-chlorothiophen-2-yl)methyl]amino}-1H-pyrazol-1-yl)-2,2-dimethylpropan-1-on